S1(N[C@@H](CC1)C(=O)O)(=O)=O (S)-isothiazolidine-3-carboxylic acid 1,1-dioxide